C(=O)(O)C=1C=C(C=CC1O)NC(=O)C=1C(=C(C(=O)NC=2C=CC(=C(C(=O)O)C2)O)C=C(C1)OCC1=CC=CC=C1)OCC1=CC=CC=C1 5-(3-(3-carboxy-4-hydroxyphenylaminocarbonyl)-2,5-dibenzyloxybenzoylamino)-2-hydroxybenzoic acid